5-chloro-2-(difluoromethyl)-N-((1r,4r)-4-((2-oxo-3-(6-ureidopyridin-3-yl)-2,3-dihydro-1H-benzo[d]imidazol-1-yl)methyl)cyclohexyl)nicotinamide ClC=1C=NC(=C(C(=O)NC2CCC(CC2)CN2C(N(C3=C2C=CC=C3)C=3C=NC(=CC3)NC(=O)N)=O)C1)C(F)F